C[C@]12CC[C@H](C1(C)C)C[C@@H]2OCCO exo-2-[(1,7,7-trimethylbicyclo[2.2.1]hept-2-yl)oxy]ethanol